diacetyl-[(R)-(+)-2,2'-bis(diphenylphosphino)-1,1'-binaphthyl] ruthenium [Ru].C(C)(=O)C1=C(C(=C(C2=CC=CC=C12)C1=C(C=CC2=CC=CC=C12)P(C1=CC=CC=C1)C1=CC=CC=C1)P(C1=CC=CC=C1)C1=CC=CC=C1)C(C)=O